C(C)(C)(C)P(C=1N(C2=CC=CC=C2C1)C1=CC=CC=C1)C(C)(C)C di-tert-butyl-(1-phenylindol-2-yl)phosphane